CN1CCN(CC1)CC1=C(C(=O)N)C=CC=C1 ((4-methylpiperazin-1-yl)methyl)benzamide